COC(=O)[C@H]1N(CC2=CC=C(C(=C2C1)OCC1=CC=C(C=C1)OC)OC)C=1OC2=C(N1)C=CC(=C2)F (S)-2-(6-Fluorobenzo[d]oxazol-2-yl)-6-methoxy-5-((4-methoxybenzyl)oxy)-1,2,3,4-tetrahydroisoquinoline-3-carboxylic acid methyl ester